(S)-(+)-2-(4-chlorobenzyl)-3,4-dihydronaphthalen-1-one ClC1=CC=C(C[C@H]2C(C3=CC=CC=C3CC2)=O)C=C1